5-(6-(3-cyanopyrrolo[1,2-b]pyridazin-7-yl)-4-(isopropylamino)pyridin-3-yl)-N-((1s,4s)-4-hydroxycyclohexyl)-1,3,4-thiadiazole-2-carboxamide C(#N)C1=CC=2N(N=C1)C(=CC2)C2=CC(=C(C=N2)C2=NN=C(S2)C(=O)NC2CCC(CC2)O)NC(C)C